3-[2-[(3R)-5-[3-(benzenesulfonylamino)phenyl]-3-hydroxypentyloxy]phenyl]propanoic acid C1(=CC=CC=C1)S(=O)(=O)NC=1C=C(C=CC1)CC[C@H](CCOC1=C(C=CC=C1)CCC(=O)O)O